N-(Z)-octadeca-11-enoyl-sarcosine sodium [Na].C(CCCCCCCCC\C=C/CCCCCC)(=O)N(C)CC(=O)O